C(CCCCCCCCC\C=C/CCCCCCCC(=O)O)CCCCCCCC\C=C/CCCCCCCC(=O)O ethylenebis(oleic acid)